(R,R) and (S,R)-4-(1-(difluoromethoxy)ethyl)-N'-((1,2,3,5,6,7-hexahydro-s-indacen-4-yl)carbamoyl)benzenesulfonimidamide FC(O[C@H](C)C1=CC=C(C=C1)[S@@](=O)(N)=NC(NC1=C2CCCC2=CC=2CCCC12)=O)F |&1:11|